6-carbazol-9-yl-1,2,3,4,7,8-hexadeuterio-9H-carbazole C1=CC=CC=2C3=CC=CC=C3N(C12)C=1C=C2C=3C(=C(C(=C(C3NC2=C(C1[2H])[2H])[2H])[2H])[2H])[2H]